(S)-quinuclidin-3-yl((R)-7-fluoro-6-(3-isopropylphenyl)-2,2-dimethyl-1,2,3,4-tetrahydronaphthalen-1-yl)carbamate N12C[C@H](C(CC1)CC2)OC(N[C@@H]2C(CCC1=CC(=C(C=C21)F)C2=CC(=CC=C2)C(C)C)(C)C)=O